4-(4-(4-bromophenyl)piperidin-1-yl)-2-(trifluoro-methyl)benzonitrile BrC1=CC=C(C=C1)C1CCN(CC1)C1=CC(=C(C#N)C=C1)C(F)(F)F